O=C1N(CC2=C(C=CC=C12)C=1C=C2C=NC=NC2=CC1)CC(C#N)=C 2-{[1-oxo-4-(quinazolin-6-yl)-2,3-dihydro-1H-isoindol-2-yl]methyl}prop-2-enenitrile